C(C)OC(=O)C=1C2=C(N(N1)C1=CC=C(C=C1)CN1CCOCC1)C=1C=CC(=CC1S(C2)(=O)=O)OC 7-Methoxy-1-(4-(morpholinomethyl)phenyl)-1,4-dihydrothiochromeno[4,3-c]pyrazole-3-carboxylic acid ethyl ester 5,5-dioxide